((4-cyano-7-(2-fluoro-4-isopropylphenyl)-2,3-dihydrobenzofuran-5-yl)amino)methacrylic acid C(#N)C1=C(C=C(C2=C1CCO2)C2=C(C=C(C=C2)C(C)C)F)NC=C(C(=O)O)C